C1(=CC=CC=C1)C=1C(=NC=CC1)C1=C(C=2NC3=CC=CC=C3C2C=C1)C1=CC=CC=2SC3=C(C21)C=CC=C3 (phenylpyridyl)(dibenzothiophenyl)carbazole